8-((3-butylheptyl)oxy)-8-oxooctanoic acid C(CCC)C(CCOC(CCCCCCC(=O)O)=O)CCCC